C(#N)NS(OC[C@H]1O[C@H]([C@@H]([C@@H]1O)O)N1C2=NC=NC(=C2N=C1)NC1=CC(=CC=C1)C#C)(=O)=O ((2R,3S,4R,5R)-5-(6-((3-ethynylphenyl)amino)-9H-purin-9-yl)-3,4-dihydroxytetrahydrofuran-2-yl)methyl cyanosulfamate